[4-(fluoromethoxy)-2-(methoxymethyl)-5H,6H,7H,8H-pyrido[3,4-d]pyrimidine-7-carbonyl]-6-methyl-N-(1-methylcyclopropyl)furo[2,3-d]pyrimidin-4-amine FCOC=1C2=C(N=C(N1)COC)CN(CC2)C(=O)C=2N=C(C1=C(N2)OC(=C1)C)NC1(CC1)C